(6,7-dihydro-5H-pyrido[4,3-a]pyrrolizin-4b(9H)-yl)methanol C1=NC=CC2=C1CN1CCCC21CO